CN1N=CC(=C1)C1=C(C(=NC=C1)NC1=NC=NC(=C1)NC1=NC=C(C=C1)NC1(COC1)C)S(=O)(=O)C N4-(4-(1-methyl-1H-pyrazol-4-yl)-3-(methylsulfonyl)pyridin-2-yl)-N6-(5-(3-methyloxetan-3-ylamino)pyridin-2-yl)pyrimidine-4,6-diamine